C(C)(=O)N1C(CCC1C(C)(F)F)=O 1-acetyl-5-(1,1-difluoroethyl)pyrrolidin-2-one